NC(C(=O)OC)C1=C(C=C(C(=C1)F)Cl)F methyl 2-amino-2-(4-chloro-2,5-difluorophenyl)acetate